5-bromo-2-(isobutyryl-oxy)-3-((phenethyl-imino)methyl)phenyl 3-methylbenzoate CC=1C=C(C(=O)OC2=C(C(=CC(=C2)Br)C=NCCC2=CC=CC=C2)OC(C(C)C)=O)C=CC1